C(CCCC\C=C/C\C=C/C\C=C/CCCCC)(=O)OCCOCCO diethylene glycol gamma-linolenate